(S)-3-methoxy-1-methyl-N-(6-(5-methyl-6,7-dihydro-5H-pyrrolo[2,1-c][1,2,4]triazol-3-yl)pyridin-2-yl)-1H-pyrazole-4-carboxamide COC1=NN(C=C1C(=O)NC1=NC(=CC=C1)C=1N2C(=NN1)CC[C@@H]2C)C